3-(4-chlorophenyl)-4-(5-(3,5-dimethylisoxazol-4-yl)-1-((trans)-4-deuteromethoxycyclohexyl)-1H-benzo[d]imidazol-2-yl)-1,3-oxazinan-2-one ClC1=CC=C(C=C1)N1C(OCCC1C1=NC2=C(N1[C@@H]1CC[C@H](CC1)OC[2H])C=CC(=C2)C=2C(=NOC2C)C)=O